2-(4-((7-Ethyl-6-oxo-5,6-dihydro-1,5-naphthyridin-3-yl)methyl)piperazin-1-yl)thiazole-5-carbonitrile C(C)C=1C(NC=2C=C(C=NC2C1)CN1CCN(CC1)C=1SC(=CN1)C#N)=O